ClC1=C2C=3C(=C4C(=NC3C=C1F)C1=CC3=C(C(N1C4)=O)COC([C@]3(O)CC)=O)[C@H](CC2)NC(=O)C2(CC2)O (1S,9S)-4-chloro-9-ethyl-5-fluoro-9-hydroxy-10,13-dioxo-1,2,3,9,10,12,13,15-octahydrobenzo[de]pyrano[3',4':6,7]indolizino[1,2-b]quinolin-1-yl-1-hydroxycyclopropylcarboxamide